lead copper 2,4-dihydroxybenzoate OC1=C(C(=O)[O-])C=CC(=C1)O.[Cu+2].[Pb+2].OC1=C(C(=O)[O-])C=CC(=C1)O.OC1=C(C(=O)[O-])C=CC(=C1)O.OC1=C(C(=O)[O-])C=CC(=C1)O